CC(C(=O)O)(C)OCCC 2-METHYL-2-PROPOXYPROPANOIC ACID